C(C)(C)(C)N1N=CC(=C1)C(=O)N(C)C1COCC=2NC(C=3C=C(C(=CC3C21)F)F)=O 1-(tert-butyl)-N-(8,9-difluoro-6-oxo-1,4,5,6-tetrahydro-2H-pyrano[3,4-c]isoquinolin-1-yl)-N-methyl-1H-pyrazole-4-carboxamide